[Na].[N+](=O)([O-])CCO 2-nitroethanol sodium salt